ClC1=C2C(=NC=C1)NC(=C2C=2C=CC(=C(C2)NC(C=C)=O)C)C2=CC=C(C=C2)C(=O)N2CCN(CC2)C N-(5-(4-chloro-2-(4-(4-methylpiperazine-1-carbonyl)phenyl)-1H-pyrrolo[2,3-b]pyridin-3-yl)-2-methylphenyl)acrylamide